C1(=CC=CC=C1)[Ce] monophenyl-cerium